[Br-].COCCN1C(=[N+](C2=C1C(C1=CC=CC=C1C2=O)=O)CC2=NC=CN=C2)C 1-(2-methoxyethyl)-2-methyl-4,9-dioxo-3-(pyrazin-2-ylmethyl)-4,9-dihydro-1H-naphtho[2,3-d]imidazol-3-ium bromide